ClC1=CN=C2N(N=C(C(=C2)C)N2CC=3C=C(C=NC3CC2)C=2C=NN(C2)C2CC2)C1=O 3-chloro-7-(3-(1-cyclopropyl-1H-pyrazol-4-yl)-7,8-dihydro-1,6-naphthyridin-6(5H)-yl)-8-methyl-4H-pyrimido[1,2-b]pyridazin-4-one